C(C)(C)OCCOC(C1=CC=CC=C1)=O isopropoxyethylbenzoate